The molecule is a dicarboxylic acid dianion resuting from removal of a proton from both carboxy groups of 4-fumarylacetoacetic acid. It has a role as a metabolite and a human metabolite. It derives from an oct-2-enedioate. It is a conjugate base of a 4-fumarylacetoacetic acid. C(C(=O)CC(=O)[O-])C(=O)/C=C/C(=O)[O-]